2-fluoro-6-(1H-pyrazol-1-yl)benzoic acid FC1=C(C(=O)O)C(=CC=C1)N1N=CC=C1